1H-thieno[2,3-d]imidazole-5-carboxylic acid N1C=NC2=C1C=C(S2)C(=O)O